7-hydroxy-3-[4-methyl-5-(morpholine-4-carbonyl)-thiazol-2-yl]-chromen-2-one OC1=CC=C2C=C(C(OC2=C1)=O)C=1SC(=C(N1)C)C(=O)N1CCOCC1